CC(=O)/C=C/[C@@]1([C@](CC[C@@H](C1(C)C)O)(C)O)O trihydroxy-β-ionone